CC1(OB(OC1(C)C)C=1C=C(C=CC1)S(=O)(=O)N1CC(C1)CO)C [1-[3-(4,4,5,5-tetramethyl-1,3,2-dioxaborolan-2-yl)phenyl]sulfonylazetidin-3-yl]methanol